ClCCCS(=O)(=O)N[C@@H]1CN(C[C@H](C1)F)C(=O)OC(C)(C)C tert-butyl (3S,5S)-3-[(3-chloropropane-1-sulfonyl)amino]-5-fluoropiperidine-1-carboxylate